C1(CCCCC1)C1=CC=C(C=C1)NC(=O)C1=CC(=NC2=CC(=CC=C12)OC)C1=CC=CC=C1 N-(4-cyclohexylphenyl)-7-methoxy-2-phenylquinoline-4-carboxamide